6-Chloro-5-(2-fluoro-5-methoxy-phenyl)-7-methyl-1-([3H3]methyl)-3H-1,4-benzodiazepin-2-one ClC1=C(C=CC2=C1C(=NCC(N2C([3H])([3H])[3H])=O)C2=C(C=CC(=C2)OC)F)C